C1(=CC=CC=C1)COC1=CC=C(C=C1)NC(=O)C=1C=C(N(C1C)C)C1=C(C(=O)O)C=C(C(=C1)F)F 2-[4-({[4-(Phenylmethoxy)phenyl]amino}carbonyl)-1,5-dimethyl-1H-pyrrol-2-yl]-4,5-difluorobenzoic acid